C(C)O[Si](CCCSSSSCCC[Si](OCC)(OCC)OCC)(OCC)OCC bis[3-(trisethoxysilyl)propyl]tetrasulfide